ClC=1C(=C(C=C(C1)Cl)O)C=1N=NC(=CC1)N1C[C@H](CC1)CN(C)C 3,5-dichloro-2-[6-[(3R)-3-[(dimethylamino)methyl]pyrrolidin-1-yl]pyridazin-3-yl]phenol